1-[5-[(S)-ethylsulfinyl]-6-[3-methyl-6-(trifluoromethyl)imidazo[4,5-b]pyridin-2-yl]-3-pyridyl]cyclopropanecarbonitrile C(C)[S@](=O)C=1C=C(C=NC1C1=NC=2C(=NC=C(C2)C(F)(F)F)N1C)C1(CC1)C#N